ethyl 2,4-dimethyl-1,3-dioxan-2-acetate CC1(OCCC(O1)C)CC(=O)OCC